6-(2,2-Dimethylpyrrolidin-1-yl)-1-oxo-2,3-dihydro-1H-pyrrolo[3,4-c]pyridine-4-carboxylic acid methyl ester COC(=O)C1=NC(=CC2=C1CNC2=O)N2C(CCC2)(C)C